CN1C=2C=CC3=C(N=C(C4=CN=C(C=5C=NC(NC6=CC=CC(OCCC1=O)=N6)=CC45)NC)O3)C2 9-methyl-24-(methylamino)-13,31-dioxa-3,9,19,21,25,29-hexazahexacyclo[18.6.2.12,5.14,8.114,18.023,27]hentriaconta-1(26),2,4,6,8(30),14(29),15,17,20(28),21,23(27),24-dodecaen-10-one